NC[C@@H]1N(CCNC1)C=1C=CC(=NC1)N1CC=2C(=NC=CC2C1=O)C1=C(C=CC=C1OC)F 2-(5-((S)-2-(aminomethyl)piperazin-1-yl)pyridin-2-yl)-4-(2-fluoro-6-methoxyphenyl)-2,3-dihydro-1H-pyrrolo[3,4-c]pyridin-1-one